ClC1=C(C(=CC=C1)C1=CC=CC=C1)C(=O)NCC1(NC(NC1=O)=O)C1=C(N=CS1)C chloro-N-{[4-(4-methyl-1,3-thiazol-5-yl)-2,5-dioxoimidazolidin-4-yl]methyl}[biphenyl]-2-carboxamide